7-(2,4-dioxo-1,3-diazinan-1-yl)naphthalene-2-carboxylic acid O=C1N(CCC(N1)=O)C1=CC=C2C=CC(=CC2=C1)C(=O)O